Cl.N1(N=CC2=CC=CC=C12)C=1C(=NC=CC1)[C@H](CC1=NC=CC=C1C)N (S)-1-[3-(1H-indazole-1-yl)pyridine-2-yl]-2-(3-methylpyridine-2-yl)ethan-1-amine hydrochloride